O[C@@H](CN1N=CC(=C1)NC(=O)C1=NNC2=CC=CC=C12)C N-(1-((R)-2-hydroxypropyl)-1H-pyrazol-4-yl)-1H-indazole-3-carboxamide